N-[5-[4-[[(Z)-[3-(2-isopropyl-5-methyl-phenyl)-4-oxo-thiazolidin-2-ylidene]carbamoyl]amino]phenyl]-2,4-dimethyl-pyrazol-3-yl]-4-(trifluoromethyl)benzamide C(C)(C)C1=C(C=C(C=C1)C)N1/C(/SCC1=O)=N/C(=O)NC1=CC=C(C=C1)C=1C(=C(N(N1)C)NC(C1=CC=C(C=C1)C(F)(F)F)=O)C